β-methyl-1-vinylnaphthalene CC1=C(C2=CC=CC=C2C=C1)C=C